C1(=CC=CC=C1)C1N(OCC1)C1=NC(=NC=C1C(F)(F)F)NC1=NC=C(C=C1)N1CCNCC1 4-(3-phenylisoxazolidin-2-yl)-N-(5-(piperazin-1-yl)pyridin-2-yl)-5-(trifluoromethyl)pyrimidine-2-amine